tert-butyl (6,6,6-trifluoro-1-(2-hydroxyethoxy)hexan-3-yl)carbamate FC(CCC(CCOCCO)NC(OC(C)(C)C)=O)(F)F